Dimethylsilanol C[SiH](O)C